C(C)(=O)OC1([C@H](O[C@@H]2OC(O[C@@H]21)(C)C)COC(C(=O)OCC)(C(=O)OCC)CC2=CC=CC=C2)C#CC2CC2 diethyl 2-(((3ar,5r,6ar)-6-acetoxy-6-(cyclopropylethynyl)-2,2-dimethyltetrahydrofurano[2,3-d][1,3]dioxol-5-yl) methoxy)-2-phenylmethylmalonate